C(#N)[C@H](C[C@H]1C(NC2=C(O1)C=C(C(=C2)F)F)=O)NC(OC(C)(C)C)=O tert-butyl ((S)-1-cyano-2-((S)-6,7-difluoro-3-oxo-3,4-dihydro-2H-benzo[b][1,4]oxazin-2-yl)ethyl)carbamate